FC(C(=O)O)(F)F.FC(C(=O)O)(F)F.FC(C(=O)O)(F)F.FC(C(=O)O)(F)F.FC(C(=O)O)(F)F.N1N=CC=2C1=NC=NC2N pyrazolo[3,4-d]pyrimidin-4-amine pentatrifluoroacetate